COCCN1N=C(C(=C1C)C1=CC=2C(=NC=C(C2)C(=O)NC=2C(=NC=C(C2)NC(CN2[C@H](CCC2)C)=O)C)N1)C (S)-2-(1-(2-methoxyethyl)-3,5-dimethyl-1H-pyrazol-4-yl)-N-(2-methyl-5-(2-(2-methylpyrrolidin-1-yl)acetamido)pyridin-3-yl)-1H-pyrrolo[2,3-b]pyridine-5-carboxamide